C(C)N(CC)CSC=1[C-](C=CC1)NC(C1=CC=CC=C1C1=CC=C(C=C1)C1=CC=CC=C1)=O.[CH-]1C=CC=C1.[Fe+2] N-(2-(diethylaminomethylthio)ferrocenyl)-4-biphenylbenzamide